C12(C(CCCC1)O2)CC21CC(CCC2O1)C(=O)[O-] 3-epoxycyclohexylmethyl-3,4-epoxycyclohexanecarboxylate